2-Deoxy-2-[(7-nitro-2,1,3-benzoxadiazol-4-yl)amino]D-glucose [N+](=O)([O-])C1=CC=C(C=2C1=NON2)N[C@@H](C=O)[C@@H](O)[C@H](O)[C@H](O)CO